1-(3-(cyanomethyl)-4-(2-fluoroacryloyl)piperazin-1-yl)-3-(((S)-1-methylpyrrolidin-2-yl)methoxy)-6-(naphthalen-1-yl)-5,6,7,8-tetrahydro-2,6-naphthyridine-4-carbonitrile C(#N)CC1CN(CCN1C(C(=C)F)=O)C1=NC(=C(C=2CN(CCC12)C1=CC=CC2=CC=CC=C12)C#N)OC[C@H]1N(CCC1)C